N-(2-(2-(2-(2-azidoethoxy)ethoxy)ethoxy)ethyl)-4-(6-(benzyloxy)benzo[d]thiazol-2-yl)aniline N(=[N+]=[N-])CCOCCOCCOCCNC1=CC=C(C=C1)C=1SC2=C(N1)C=CC(=C2)OCC2=CC=CC=C2